C(C=C)C=1C=C(C=O)C=CC1O 3-ALLYL-4-HYDROXYBENZALDEHYDE